C(C)(C)(C)C1=C2C=CC=NC2=C(C(=C1)C(C=1C=C(C(=O)NCCNC2=C3C(N(C(C3=CC=C2)=O)C2C(NC(CC2)=O)=O)=O)C=CC1)NC(CCC)=O)O 3-((5-(tert-butyl)-8-hydroxyquinolin-7-yl)(butyramido)-methyl)-N-(2-((2-(2,6-dioxopiperidin-3-yl)-1,3-dioxoisoindolin-4-yl)amino)-ethyl)benzamide